[P].S1SCC=C1 dithiol phosphorus